(S)-5-(difluoromethyl)-N-((7-fluoroquinoxalin-6-yl)methyl)-4-(3-methylpiperazin-1-yl)pyridin-3-amine FC(C=1C(=C(C=NC1)NCC=1C=C2N=CC=NC2=CC1F)N1C[C@@H](NCC1)C)F